(R)-N-(1-(4-chlorophenyl)-2-(piperazin-1-yl)ethyl)-6-isopropoxypyridine-3-sulfonamide ClC1=CC=C(C=C1)[C@H](CN1CCNCC1)NS(=O)(=O)C=1C=NC(=CC1)OC(C)C